FC=1C(=C(C=CC1)C=1CCCC2=C(C1C1=CC=C(C=C1)CC1CN(C1)CCCF)C=CC(=C2)C(=O)O)OC 8-(3-fluoro-2-methoxyphenyl)-9-(4-((1-(3-fluoropropyl)azetidin-3-yl)methyl)phenyl)-6,7-dihydro-5H-benzo[7]annulene-3-carboxylic acid